FC1=CC=C(C=C1)NC(=O)C1(CC1)C(=O)O 1-(4-fluorophenyl)carbamoyl-cyclopropanecarboxylic acid